(R)-6-bromo-N-(1-(3-difluoromethyl-2-fluorophenyl)ethyl)-2-methyl-quinazolin-4-amine BrC=1C=C2C(=NC(=NC2=CC1)C)N[C@H](C)C1=C(C(=CC=C1)C(F)F)F